N-[4-[4-[(1S,3R)-3-aminocyclopentane-carbonyl]piperazine-1-carbonyl]-3-chloro-phenyl]-5-(2,3-difluoro-4-methoxy-phenyl)-1-methyl-imidazole-2-carboxamide N[C@H]1C[C@H](CC1)C(=O)N1CCN(CC1)C(=O)C1=C(C=C(C=C1)NC(=O)C=1N(C(=CN1)C1=C(C(=C(C=C1)OC)F)F)C)Cl